ClC=1C=C2C(=NC(=NC2=C(C1C=1C(=CC=C2C=NN(C12)C1CC1)C)F)N1CC(C1)N(C)C)N1C[C@H](N(C[C@@H]1C)C(C=C)=O)C 1-((2R,5S)-4-((R)-6-chloro-7-(1-cyclopropyl-6-methyl-1H-indazol-7-yl)-2-(3-(dimethylamino)azetidin-1-yl)-8-fluoroquinazolin-4-yl)-2,5-dimethylpiperazin-1-yl)prop-2-en-1-one